ClC1=C(C#N)C=CC(=C1)OC1CCC(CC1)C(CBr)=O 2-chloro-4-[[(1r,4r)-4-(2-bromoacetyl)cyclohexyl]oxy]benzonitrile